COC(C1=C(C=CC=C1)C1=NC(=NC=C1)NC1=CC=C(C=C1)C(F)(F)F)=O 2-(2-((4-(trifluoromethyl)phenyl)amino)pyrimidin-4-yl)benzoic acid methyl ester